3-((4-Chloro-3-cyano-2-methyl-2H-indazol-5-yl)thio)propanoic acid ethyl ester C(C)OC(CCSC1=C(C2=C(N(N=C2C=C1)C)C#N)Cl)=O